C(C)OC1NCCC2=C1NC1=CC=CC=C21 ethoxy-1,2,3,4-tetrahydro-9H-pyrido[3,4-b]indole